(biphenylyl)(dibenzofuranylphenyl)(diphenylfluorenyl)amine C1(=C(C=CC=C1)N(C1=C(C(=CC=2C3=CC=CC=C3CC12)C1=CC=CC=C1)C1=CC=CC=C1)C1=C(C=CC=C1)C1=CC=CC=2OC3=C(C21)C=CC=C3)C3=CC=CC=C3